tert-Butyl 3-[2,3-dichloro-5-(1-chloroethyl)-6-methoxyphenyl]azetidine-1-carboxylate ClC1=C(C(=C(C=C1Cl)C(C)Cl)OC)C1CN(C1)C(=O)OC(C)(C)C